(S)-5-(3-fluoro-2-methylphenyl)-1-(1-(6-ethoxy-5-methoxypyridin-2-yl)-2-(methylsulfonyl)ethyl)-3-methyl-1H-benzo[d]imidazol-2(3H)-one FC=1C(=C(C=CC1)C1=CC2=C(N(C(N2C)=O)[C@H](CS(=O)(=O)C)C2=NC(=C(C=C2)OC)OCC)C=C1)C